C(C)C1(COC1)CO[Si](C)(C)OCC1(COC1)CC bis[(3-ethyloxetan-3-yl)methoxy](dimethyl)silane